BrC1=NN2C(N(C(=CC2=O)CC)CC(=O)NC2=C(C=C(C=C2)C(F)(F)F)Cl)=N1 2-(2-Bromo-5-ethyl-7-oxo-[1,2,4]triazolo[1,5-a]pyrimidin-4(7H)-yl)-N-(2-chloro-4-(trifluoromethyl)phenyl)acetamide